NC1COC2(C1)CCC(CC2)S(=O)(=O)CC2(CCN(CC2)C(=O)OCC2=CC=CC=C2)O benzyl 4-[(3-amino-1-oxaspiro[4.5]decan-8-yl)sulfonylmethyl]-4-hydroxy-piperidine-1-carboxylate